7-bromo-8-iodo-2-(4-methoxybenzyl)-6-(((tetrahydro-2H-pyran-4-yl)oxy)methyl)-3,4-dihydropyrrolo[1,2-a]pyrazin-1(2H)-one BrC=1C(=C2N(CCN(C2=O)CC2=CC=C(C=C2)OC)C1COC1CCOCC1)I